C(C)(=O)C1CC(C1)[C@H](C=1C=C(C=CC1)N1C(C2=CC(=CC(=C2C1)C(F)(F)F)CNC1(CCC1)C)=O)C1=NN=CN1C 2-(3-((R)-((1r,3R)-3-acetylcyclobutyl)(4-methyl-4H-1,2,4-triazol-3-yl)methyl)phenyl)-6-(((1-methylcyclobutyl)amino)methyl)-4-(trifluoromethyl)isoindolin-1-one